N-(3-(4-((2-fluoro-3-methyl-4-((1-methyl-1H-benzo[d]imidazol-5-yl)oxy)phenyl)amino)pyrido[3,2-d]pyrimidin-6-yl)allyl)-N-methylacrylamide FC1=C(C=CC(=C1C)OC1=CC2=C(N(C=N2)C)C=C1)NC=1C2=C(N=CN1)C=CC(=N2)C=CCN(C(C=C)=O)C